BrC=1C=C(C=CC1Cl)NC(=O)N1[C@H]2CC=3C(=CNC(C3)=O)[C@@H]1CC2 (6R,9S)-N-(3-bromo-4-chlorophenyl)-3-oxo-3,5,6,7,8,9-hexahydro-2H-6,9-epiminocyclohepta[c]pyridine-10-carboxamide